4,5-dihydroxybenzene-1,3-disulfonic acid disodium salt [Na+].[Na+].OC1=C(C=C(C=C1O)S(=O)(=O)[O-])S(=O)(=O)[O-]